C1COCCN1C2=CC=CC=C2N 2-(4-morpholino)aniline